[N+](=O)([O-])C1=CC=C(C=C1)/C=C/C1=NC=CC=C1 (E)-2-[2-(4-nitrophenyl)vinyl]pyridine